FC(CC1=CC(=NN1C1=CC=C(C=C1)OC(F)(F)F)N1CCNCC1)F 1-[5-(2,2-difluoroethyl)-1-[4-(trifluoromethoxy)phenyl]pyrazol-3-yl]piperazine